N-(4-(7-(sec-butoxy)-1,3,4,5-tetrahydro-2H-benzo[c]azepin-2-yl)-2,6-dimethylphenyl)-3,3-dimethylbutanamide C(C)(CC)OC1=CC2=C(CN(CCC2)C2=CC(=C(C(=C2)C)NC(CC(C)(C)C)=O)C)C=C1